ClC1=CC=C(C=C1)C1CC2=C(N=C(S2)N)CC1 6-(4-chlorophenyl)-4,5,6,7-tetrahydro-1,3-benzothiazol-2-amine